COC(=O)C1=NN(C2=C1N(C=1C2=NC=C(C1)C1=C(N=NN1C)C)C(CCC(F)(F)F)C1=NC=CC=C1C)C 6-(1,4-dimethyl-1H-1,2,3-triazol-5-yl)-1-methyl-4-(4,4,4-trifluoro-1-(3-methylpyridin-2-yl)butyl)-1,4-dihydropyrazolo[3',4':4,5]pyrrolo[3,2-b]pyridine-3-carboxylic acid Methyl ester